C(CCCCCCCCCCCCCC)[Li] pentadecyl-lithium